4-[2-(N-cyclopentylanilino)-2-oxo-ethyl]-1-(6-methylindoline-1-carbonyl)piperidine-4-carboxylic acid C1(CCCC1)N(C1=CC=CC=C1)C(CC1(CCN(CC1)C(=O)N1CCC2=CC=C(C=C12)C)C(=O)O)=O